(2-trimethoxysilylethyl)dithiol CO[Si](CCC1SSC=C1)(OC)OC